1-(Benzyloxy)-2-cyclobutyl-4-nitrobenzene C(C1=CC=CC=C1)OC1=C(C=C(C=C1)[N+](=O)[O-])C1CCC1